2-methyl-N-(1-(7-(thiazol-2-yl)quinolin-5-yl)cyclopropyl)benzamide CC1=C(C(=O)NC2(CC2)C2=C3C=CC=NC3=CC(=C2)C=2SC=CN2)C=CC=C1